o-nitrobenzene diformate C(=O)O.C(=O)O.[N+](=O)([O-])C1=CC=CC=C1